6,7-difluoro-quinoline-3-carboxylic Acid FC=1C=C2C=C(C=NC2=CC1F)C(=O)O